O=C1N=NC=C1 oxodiazole